(S)-(3-(5-chloro-2-((1-hydroxypropan-2-yl)amino)pyrimidin-4-yl)-1H-indol-7-yl)dimethylphosphine oxide ClC=1C(=NC(=NC1)N[C@H](CO)C)C1=CNC2=C(C=CC=C12)P(C)(C)=O